CN1C[C@@H](CCC1)OC=1C=C(C(=O)N[C@H](C)C=2C=NC(=NC2)C(F)(F)F)C=C(C1)C=1SC(=CN1)C 3-{[(3R)-1-methylpiperidin-3-yl]oxy}-5-(5-methyl-1,3-thiazol-2-yl)-N-{(1R)-1-[2-(trifluoromethyl)pyrimidin-5-yl]ethyl}benzamide